2-((2-chloro-5-cyano-3-((S)-2-methyl-4-(((R)-2-oxopiperidin-4-yl)methyl)piperazin-1-yl)phenyl)amino)-4-(cyclopropylamino)pyrazolo[1,5-a][1,3,5]triazine-8-carbonitrile ClC1=C(C=C(C=C1N1[C@H](CN(CC1)C[C@H]1CC(NCC1)=O)C)C#N)NC1=NC=2N(C(=N1)NC1CC1)N=CC2C#N